O=S1(CCC(=CC1)C=1[C@H](N(CC1)C(=O)OC(C)(C)C)C1=C(C(=CC=C1)OC([2H])([2H])[2H])C)=O tert-Butyl (2S)-3-(1,1-dioxo-3,6-dihydro-2H-thiopyran-4-yl)-2-[2-methyl-3-(trideuteriomethoxy)phenyl]-2,5-dihydropyrrole-1-carboxylate